Cl.ClC=1C=C(C=CC1Cl)CC(=O)N1[C@@H](CCCC1)CN1CCCC1 (2S)-1-[3,4-dichlorophenyl-acetyl]-2-(pyrrolidin-1-yl-methyl)piperidine hydrochloride